(R)-3-(((1R,4R)-4-hydroxycyclohexyl)methyl)-5-nitro-3,4-dihydro-2H-benzo[b][1,4]oxazine-7-sulfonamide OC1CCC(CC1)C[C@H]1NC2=C(OC1)C=C(C=C2[N+](=O)[O-])S(=O)(=O)N